7-chloro-2-(trans-4-aminocyclohexyl)-N-[(4,6-dimethyl-2-oxo-1,2-dihydropyridin-3-yl)methyl]-2,4-dimethyl-1,3-benzodioxole-5-carboxamide ClC1=CC(=C(C2=C1OC(O2)(C)[C@@H]2CC[C@H](CC2)N)C)C(=O)NCC=2C(NC(=CC2C)C)=O